[O-]CC.[IH2+] iodonium ethoxide